n-Butanamide C(CCC)(=O)N